(S)-10-((5-Chloro-2-((R)-3-hydroxypiperidin-1-yl)pyrimidin-4-yl)amino)-2-cyclopropyl-3,3-difluoro-7-methyl-1,2,3,4-tetrahydro-[1,4]oxazepino[2,3-c]chinolin-6(7H)-on ClC=1C(=NC(=NC1)N1C[C@@H](CCC1)O)NC1=CC=2C3=C(C(N(C2C=C1)C)=O)OCC([C@@H](N3)C3CC3)(F)F